(5-chloro-1-methyl-1H-indol-2-yl)-(4-(isothiocyanato)piperidin-1-yl)methanone ClC=1C=C2C=C(N(C2=CC1)C)C(=O)N1CCC(CC1)N=C=S